Nickelocen [CH-]1C=CC=C1.[CH-]1C=CC=C1.[Ni+2]